C(#C)C1=C2C(=CC(=CC2=CC=C1F)O)C1=C(C=2N=C(N=C(C2C=N1)N1CC(OCCC1)C)OC[C@]12CCCN2C[C@@H](C1)F)F 5-ethynyl-6-fluoro-4-(8-fluoro-2-(((2R,7aS)-2-fluorotetrahydro-1H-pyrrolizin-7a(5H)-yl)methoxy)-4-(2-methyl-1,4-oxazepan-4-yl)pyrido[4,3-d]pyrimidin-7-yl)naphthalen-2-ol